C1(CC1)CN1C(CCC1=O)C(C(C#N)=S1CCCC1)=O 3-[1-(cyclopropylmethyl)-5-oxopyrrolidin-2-yl]-3-oxo-2-(1λ4-thiolan-1-ylidene)propanenitrile